O1C=C(C=C1)C=1C(=NC(=NC1)NC=1C=C(C=CC1)C)NC1CCNCC1 5-(furan-3-yl)-N4-(piperidin-4-yl)-N2-(m-tolyl)pyrimidine-2,4-diamine